2-(2,5-dimethyl-1H-pyrrol-1-yl)-7-(6-(1-(1-(4-fluorophenyl)propyl)-1H-pyrazol-4-yl)pyridin-2-yl)-8-methyl-[1,2,4]triazolo[1,5-a]pyridine CC=1N(C(=CC1)C)C1=NN2C(C(=C(C=C2)C2=NC(=CC=C2)C=2C=NN(C2)C(CC)C2=CC=C(C=C2)F)C)=N1